methyl 3-ethyl-5-fluoro-2-(2-methyl-2-azaspiro[3.3]heptan-6-yl)-1,2,3,4-tetrahydroisoquinoline-7-carboxylate C(C)C1N(CC2=CC(=CC(=C2C1)F)C(=O)OC)C1CC2(CN(C2)C)C1